1-(3-(((2,3-dihydroxy-2-(hydroxymethyl)propyl)amino)methyl)azetidin-1-yl)-2-(4-(3-(1-(5-ethylpyrimidin-2-yl)piperidin-4-yl)propoxy)-2-fluorophenyl)ethan-1-one OC(CNCC1CN(C1)C(CC1=C(C=C(C=C1)OCCCC1CCN(CC1)C1=NC=C(C=N1)CC)F)=O)(CO)CO